2-amino-2-(3-bromophenyl)acetic acid NC(C(=O)O)C1=CC(=CC=C1)Br